4-(11-oxo-2,3,6,7-tetrahydro-1H,5H,11H-pyrano[2,3-f]pyrido[3,2,1-ij]quinoline-10-carbonyl)piperazine-1-ium O=C1C(=CC=2C(=C3CCCN4C3=C(C2)CCC4)O1)C(=O)N1CC[NH2+]CC1